CN(CCCCCCCCCCN(C)C(=O)OC1=CC=CC(=C1)[N+](C)(C)C)C(=O)OC2=CC=CC(=C2)[N+](C)(C)C The molecule is the bis(quaternary ammonium) dication obtained by N,N'-dimethylation of the N,N'-bis[3-(dimethylamino)phenyl carbamate] derivative of 2,13-diazatetradecane. It is a quaternary ammonium ion and a carbamate ester.